6-[(3aR,7aS)-octahydro-1H-pyrrolo[2,3-c]pyridin-1-yl][1,3]thiazolo[4,5-c]pyridazin N1(CC[C@@H]2[C@H]1CNCC2)C=2SC1=C(N=NC=C1)N2